1-(5-(4-AMINO-7-CYCLOPROPYL-7H-PYRROLO[2,3-D]PYRIMIDIN-5-YL)-3-METHYLIMIDAZO[1,2-A]PYRIDIN-8-YL)-3-(5-(1-(TRIFLUOROMETHYL)CYCLOPROPYL)ISOXAZOL-3-YL)UREA NC=1C2=C(N=CN1)N(C=C2C2=CC=C(C=1N2C(=CN1)C)NC(=O)NC1=NOC(=C1)C1(CC1)C(F)(F)F)C1CC1